C(C1=CC(C(=O)O)=CC=C1)(=O)O.CC(CO)(CO)C 2,2-dimethyl-1,3-propanediol isophthalate